(E)-7-methyl-8-oxo-8-propoxyoct-6-enoic acid C\C(=C/CCCCC(=O)O)\C(OCCC)=O